C(C)(=O)OC([C@H]1NC[C@@H](C1)O)=O O-acetylhydroxyproline